Tert-Butyl 2-((4,4,5,5-Tetramethyl-1,3,2-Dioxaborolan-2-Yl)Methyl)Morpholine-4-Carboxylate CC1(OB(OC1(C)C)CC1CN(CCO1)C(=O)OC(C)(C)C)C